5-((1-(ethylsulfonyl)piperidin-4-yl)methoxy)-2-((5-fluoroisoindolin-2-yl)methyl)-4H-pyran-4-one C(C)S(=O)(=O)N1CCC(CC1)COC=1C(C=C(OC1)CN1CC2=CC=C(C=C2C1)F)=O